Cl.NC=1N=CN(C1)C=1C=C(C(=O)N)C=CC1 3-(4-amino-1H-imidazol-1-yl)benzamide hydrochloride